5-(1-(2,2-difluoroethyl)-2-methyl-1H-imidazo[4,5-b]pyridin-6-yl)-N-(trans-3-(4-methylpiperazin-1-yl)cyclobutyl)pyrrolo[2,1-f][1,2,4]triazin-2-amine FC(CN1C(=NC2=NC=C(C=C21)C=2C=CN1N=C(N=CC12)N[C@@H]1C[C@H](C1)N1CCN(CC1)C)C)F